(S)-4-ethyl-8-fluoro-4,9-dihydroxy-11-methyl-10-nitro-1H-pyrano[3',4':6,7]indolizino[1,2-b]quinoline-3,14(4H,12H)-dione C(C)[C@]1(C(OCC=2C(N3CC=4C(=NC=5C=C(C(=C(C5C4C)[N+](=O)[O-])O)F)C3=CC21)=O)=O)O